OCC=1C(=NNC1)[C@H]1[C@H](N(CCC1)C(=O)OC)CO[C@@H]1CC[C@@H](CC1)C1=CC=CC=C1 Methyl (2S,3R)-3-(4-hydroxymethyl-1H-pyrazol-3-yl)-2-((((CIS)-4-phenylcyclohexyl)oxy)methyl)piperidine-1-carboxylate